2-ethyl-6-methyl-N-(3-(quinolin-6-yl)propyl)thieno[2,3-d]pyrimidin-4-amine C(C)C=1N=C(C2=C(N1)SC(=C2)C)NCCCC=2C=C1C=CC=NC1=CC2